2-[2-(3-chloro-2-pyridyl)-5-methoxy-pyrazol-3-yl]-8-methyl-6-(trifluoromethyl)-3,1-benzoxazin-4-one ClC=1C(=NC=CC1)N1N=C(C=C1C1=NC2=C(C(O1)=O)C=C(C=C2C)C(F)(F)F)OC